FC1=CC=C(C=C1)C(C)C=1C2=C(C(N(C1)C)=O)N(C(=C2)C=2C=NNC2)S(=O)(=O)C2=CC=C(C)C=C2 4-(1-(4-fluorophenyl)ethyl)-6-methyl-2-(1H-pyrazol-4-yl)-1-tosyl-1,6-dihydro-7H-pyrrolo[2,3-c]pyridin-7-one